9,9-bis(hydroxyphenylphenyl)fluorene OC=1C(=C(C=CC1)C1(C2=CC=CC=C2C=2C=CC=CC12)C1=C(C(=CC=C1)O)C1=CC=CC=C1)C1=CC=CC=C1